6-chloro-N-methyl-2-(1-methyl-3-phenyl-1H-1,2,4-triazol-5-yl)pyridine-3-sulfonamide ClC1=CC=C(C(=N1)C1=NC(=NN1C)C1=CC=CC=C1)S(=O)(=O)NC